C(CC(C)C)C=1OC2=C(C1)C=CC=C2 isopentylbenzofuran